ClC1=CC=C2N[C@H](CN(C2=C1)C(=O)OC(C)(C)C)C1CC1 tert-butyl (3S)-7-chloro-3-cyclopropyl-3,4-dihydro-2H-quinoxaline-1-carboxylate